3-[3-(4-Benzyloxy-benzyl)-3H-imidazo[4,5-b]pyridin-2-yl]-N-[(S)-1-(4-fluoro-phenyl)-ethyl]-propionamide C(C1=CC=CC=C1)OC1=CC=C(CN2C(=NC=3C2=NC=CC3)CCC(=O)N[C@@H](C)C3=CC=C(C=C3)F)C=C1